ClCCC1N(CCC1)C 2-(2-chloroethyl)-1-methyl-tetrahydropyrrole